tert-butyl 6-iodo-1-methyl-1,2-dihydro-3H-benzo[e]indole-3-carboxylate IC1=CC=CC=2C=3C(CN(C3C=CC21)C(=O)OC(C)(C)C)C